3-(1H-1,2,3-triazol-1-yl)propan-1-amine N1(N=NC=C1)CCCN